COC=1C=C(C=CC1)N1C(=C2C(N(N=CC2=C1C)C1=CC=C(C#N)C=C1)=O)C 4-(6-(3-Methoxyphenyl)-5,7-dimethyl-1-oxo-1H-pyrrolo[3,4-d]pyridazin-2(6H)-yl)benzonitrile